FC1=CC=CC2=C1N(OCCC2)[C@@H]2NCCC2 (S)-2-((R)-9-fluoro-1,3,4,5-tetrahydrobenzo[c]oxazepin-1-yl)pyrrolidine